ClC1=CC(=C2CN(C(C2=C1)=O)CC)[C@H]1NCCC1 (S)-6-chloro-2-ethyl-4-(pyrrolidin-2-yl)isoindoline-1-one